C1(CC1)C1=NNC(=N1)C1CC2(CN(C2)C(=O)N2CC3(C2)CC(C3)CN3N=CC(=N3)C(F)(F)F)C1 [6-(3-cyclopropyl-1H-1,2,4-triazol-5-yl)-2-azaspiro[3.3]heptan-2-yl]-[6-[[4-(trifluoromethyl)triazol-2-yl]methyl]-2-azaspiro[3.3]heptan-2-yl]methanone